ClC1=CC(=CC=2CN(CCOC21)CC2=CC(=NC=C2)CO)N2C=CC1=CC(=CC=C21)F (4-{[9-chloro-7-(5-fluoroindol-1-yl)-3,5-dihydro-2H-1,4-benzoxazepin-4-yl]methyl}pyridin-2-yl)methanol